[2H]CI deuteroiodomethane